ClC1=CC=C(C(=O)OCC2=C[C@H]3[C@H]4[C@@H](O2)OC([C@@H]3C=C4)=O)C=C1 ((1S,4aS,5R,7aS)-8-oxo-1,4a,5,7a-tetrahydro-1,5-(epoxymethano)cyclopenta[c]pyran-3-yl)methyl 4-chlorobenzoate